(S)-2-(3-(1-(3-chloro-2-(chloromethyl)-5-fluorophenyl)ethyl)-2,5-dihydroxyimidazolidin-1-yl)acetamide ClC=1C(=C(C=C(C1)F)C(C)N1[C@@H](N(C(C1)O)CC(=O)N)O)CCl